Tertiary Amyl Alcohol C(C)(C)(CC)O